FC(C1=CC=C(C=C1)C1=CNC2=NC=CC(=C21)OC2=C(C=C(NC=1OC[C@](CN1)(F)CO)C=C2F)F)F |r| (+/-)-{2-[4-({3-[4-(difluoromethyl)phenyl]-1H-pyrrolo[2,3-b]pyridin-4-yl}oxy)-3,5-difluoroanilino]-5-fluoro-5,6-dihydro-4H-1,3-oxazin-5-yl}methanol